3-ethynyloxetan-3-yloxybutane C(#C)C1(COC1)OCCCC